N-(7-fluoro-6-methoxy-2-methylindazol-5-yl)-2-methyl-4-(piperazin-1-yl)indazole-7-carboxamide hydrochloride Cl.FC1=C(C(=CC2=CN(N=C12)C)NC(=O)C1=CC=C(C2=CN(N=C12)C)N1CCNCC1)OC